O[C@@](CC(=O)NC1(CC1)C1=NC(=CC=C1)OCC(F)(F)F)(C)C1=C(C=C(C=C1F)F)F (R)-3-hydroxy-N-(1-(6-(2,2,2-trifluoroethoxy)pyridin-2-yl)cyclopropyl)-3-(2,4,6-trifluorophenyl)butanamide